COC(=O)C1=CC=NC2=CC=C(C=C12)N1CC(C1)C(C)C 6-(3-Isopropylazetidin-1-yl)quinoline-4-carboxylic acid methyl ester